FC1=C(OC2=CC=C(C=N2)CN2C(N(C3=C2C=C(C=C3)C(=O)N)C)=O)C=CC=C1 ((6-(2-fluorophenoxy)pyridin-3-yl)methyl)-1-methyl-2-oxo-2,3-dihydro-1H-benzimidazole-5-carboxamide